(Z)-(2-(3-((4-((2-(diethylamino)ethyl)carbamoyl)-3,5-dimethyl-1H-pyrrol-2-yl)methylene)-5-fluoro-2-oxoindol-1-yl)-2-oxoethyl)carbamic acid tert-butyl ester C(C)(C)(C)OC(NCC(=O)N1C(\C(\C2=CC(=CC=C12)F)=C/C=1NC(=C(C1C)C(NCCN(CC)CC)=O)C)=O)=O